N-((3-nitro-4-(((5-oxopyrrolidin-2-yl)methyl)amino)phenyl)sulfonyl)benzamide [N+](=O)([O-])C=1C=C(C=CC1NCC1NC(CC1)=O)S(=O)(=O)NC(C1=CC=CC=C1)=O